4-amino-5-chloro-2,3-dihydrobenzofuran-7-carbonitrile NC1=C(C=C(C2=C1CCO2)C#N)Cl